CCCCCCCCC(CCCCCCCC)OC(CCCCCCCN(CCCCCC(OCCCCCCCCCCC(F)(F)F)=O)CCCCO)=O.COC1=CC=C(C=C1)C(=O)C1CCN(CC1)C1=CC=C(C=C1)CCC (4-methoxyphenyl)(1-(4-propylphenyl)piperidin-4-yl)methanone Heptadecan-9-yl-8-((4-hydroxybutyl)(6-oxo-6-((11,11,11-trifluoroundecyl)oxy)-hexyl)amino)octanoate